[B].[K] Potassium-boron